[W].[Mo].[La] lanthanum molybdenum tungsten